3-amino-1-methyl-1H-pyrazole NC1=NN(C=C1)C